Ethyl 2-(4-((2-chloro-6,7-dihydrothieno[3,2-d]pyrimidin-4-yl)amino)phenyl)acetate ClC=1N=C(C2=C(N1)CCS2)NC2=CC=C(C=C2)CC(=O)OCC